ON1C(C=C(C=C1CC(CC(C)(C)C)C)C)=O 1-hydroxyl-4-methyl-6-(2,4,4-trimethylpentyl)-2(1H)-pyridinone